methyl 2,2'-thiobis[3-(3,5-di-tert-butyl-4-hydroxyphenyl) propionate] S(C(C(=O)[O-])CC1=CC(=C(C(=C1)C(C)(C)C)O)C(C)(C)C)C(C(=O)OC)CC1=CC(=C(C(=C1)C(C)(C)C)O)C(C)(C)C